BrC=1C=C(C=CC1)C[C@@H](C(=O)O)NC(=O)OCC1C2=CC=CC=C2C=2C=CC=CC12 (2S)-3-(3-bromophenyl)-2-[9H-fluoren-9-ylmethoxycarbonylamino]propionic acid